1,2-bis(ortho-aminophenoxy)ethaneN tert-butyl-3-(6-chloro-8-(2-(hydroxymethyl)thieno[3,2-b]pyridin-7-yl)-3,4-dihydroquinolin-1(2H)-yl)azetidine-1-carboxylate C(C)(C)(C)OC(=O)N1CC(C1)N1CCCC2=CC(=CC(=C12)C1=C2C(=NC=C1)C=C(S2)CO)Cl.NC2=C(OC=COC1=C(C=CC=C1)N)C=CC=C2